3,3-dimethylpyrrolidine-2-carboxylic acid CC1(C(NCC1)C(=O)O)C